[Na+].CC(CS(=O)(=O)[O-])(C)NC(C=C)=O 2-methyl-2-[(1-oxo-2-propenyl)amino]1-propanesulfonic acid sodium salt